4-(7-(6-methylpyridin-2-yl)-2,3-dihydro-1H-pyrido[3,4-b][1,4]oxazin-1-yl)nicotinamide CC1=CC=CC(=N1)C1=CC2=C(OCCN2C2=CC=NC=C2C(=O)N)C=N1